C(=O)(OC(C)(C)C)N([C@H](CCCN)C(=O)O)C(=O)OC(C)(C)C bis-Boc-D-ornithine